ClC=1C=C(C=CC1OCC1CC1)C1=CC(=CN=N1)C(=O)NCC1=C(C=CC=C1)OC 6-[3-chloro-4-(cyclopropylmethoxy)phenyl]-N-[(2-methoxyphenyl)methyl]pyridazine-4-carboxamide